N-(4-amino-3,4-dioxo-1-phenylbutan-2-yl)-9H-carbazole-9-carboxamide NC(C(C(CC1=CC=CC=C1)NC(=O)N1C2=CC=CC=C2C=2C=CC=CC12)=O)=O